8-((2s,5r)-2,5-dimethyl-4-(4-(trifluoromethoxy)benzyl)piperazin-1-yl)-5-methyl-6-oxo-5,6-dihydro-1,5-naphthyridine-2-carbonitrile C[C@@H]1N(C[C@H](N(C1)CC1=CC=C(C=C1)OC(F)(F)F)C)C1=CC(N(C=2C=CC(=NC12)C#N)C)=O